2-amino-5-(3-amino-7-(1H-pyrazol-4-yl)isoxazolo[4,5-c]pyridin-4-yl)-N-ethylbenzamide NC1=C(C(=O)NCC)C=C(C=C1)C1=NC=C(C2=C1C(=NO2)N)C=2C=NNC2